3-[2,6-dichloro-3-[2-cyano-2-(pyridin-2-yl)eth-1-en-1-yl]phenoxy]-N-[(1R)-2-phenyl-1-[(1S,2S,6R,8S)-2,9,9-trimethyl-3,5-dioxa-4-boratricyclo[6.1.1.0^[2,6]]decan-4-yl]ethyl]propanamide ClC1=C(OCCC(=O)N[C@@H](CC2=CC=CC=C2)B2O[C@]3([C@@H]4C([C@H](C[C@H]3O2)C4)(C)C)C)C(=CC=C1C=C(C1=NC=CC=C1)C#N)Cl